C(C)(=O)C([C@]([C@]([C@@]([C@](C(=O)Br)(O)C(C)=O)(O)C(C)=O)(O)C(C)=O)(O)C(C)=O)O pentaacetyl-bromo-D-glucose